S(C#N)\C(=C(\C)/N)\C#N (Z)-1-thiocyano-1-cyano-2-aminopropene